4-(N,N-dimethylamino)-4-oxobutanoic acid menthyl ester C1(CC(C(CC1)C(C)C)OC(CCC(=O)N(C)C)=O)C